C(=C)C1C(NC(O1)=O)=O 5-vinyloxazolidine-2,4-dione